[Na].C1(CCCCCN1)=O caprolactam, sodium salt